C(#N)[C@H]1N(CC(C1)(F)F)C(CNC(=O)C1=CC=NC2=CC=C(C=C12)C1=CC=C(OCCCN2CCN(CC2)C(=O)OC(C)(C)C)C=C1)=O (S)-tert-butyl 4-(3-(4-(4-(2-(2-cyano-4,4-difluoropyrrolidin-1-yl)-2-oxoethylcarbamoyl)quinolin-6-yl)phenoxy)propyl)piperazine-1-carboxylate